(S)-2-(2,5-difluoro-4-(6-((4-fluoro-6-(1-(oxetan-3-yl)-1H-pyrazol-4-yl)pyridin-3-yl)methoxy)pyridin-2-yl)benzyl)-1-(oxetan-2-ylmethyl)-1H-benzo[d]imidazole-6-carboxylic acid FC1=C(CC2=NC3=C(N2C[C@H]2OCC2)C=C(C=C3)C(=O)O)C=C(C(=C1)C1=NC(=CC=C1)OCC=1C=NC(=CC1F)C=1C=NN(C1)C1COC1)F